chloro-N-(4'-cyclopropyl-2-fluoro-[1,1'-biphenyl]-3-yl)-N-methyl-[1,2,4]triazolo[4,3-a]quinazolin-5-amine ClC1=NN=C2N1C1=CC=CC=C1C(=N2)N(C)C=2C(=C(C=CC2)C2=CC=C(C=C2)C2CC2)F